1-[1-(cyanomethyl)-4-(4-phenylphenoxy)cyclohexyl]-3-(cyclopropanecarbonylamino)pyrazole-4-carboxamide C(#N)CC1(CCC(CC1)OC1=CC=C(C=C1)C1=CC=CC=C1)N1N=C(C(=C1)C(=O)N)NC(=O)C1CC1